ethyl 1-(6-methoxy-3-nitropyridin-2-yl)-4-oxocyclohexane-1-carboxylate COC1=CC=C(C(=N1)C1(CCC(CC1)=O)C(=O)OCC)[N+](=O)[O-]